ClC1=C(C=C2CCNCC2=C1)NC1=NC=C(C(=N1)C1=CC2=C(C(N(CCS2(=O)=O)C2COC2)=O)S1)C(F)(F)F 7-(2-((7-chloro-1,2,3,4-tetrahydroisoquinolin-6-yl)amino)-5-(trifluoromethyl)pyrimidin-4-yl)-4-(oxetan-3-yl)-3,4-dihydrothieno[2,3-f][1,4]thiazepin-5(2H)-one 1,1-dioxide